24-Hydroxy-heptacosanoic acid OC(CCCCCCCCCCCCCCCCCCCCCCC(=O)O)CCC